tert-Butyl (S)-5-chloro-2-((3-(4-chlorophenyl)-1-methoxy-1-oxopropan-2-yl)carbamoyl)-1H-indole-1-carboxylate ClC=1C=C2C=C(N(C2=CC1)C(=O)OC(C)(C)C)C(N[C@H](C(=O)OC)CC1=CC=C(C=C1)Cl)=O